1-heptanol N,N-dihexylaminoacetate C(CCCCC)N(CCCCCC)CC(=O)OCCCCCCC